tert-butyl 4-(2-(methylsulfonyl)-6-(3,4,5-trifluorophenylamino)pyrimidin-4-yl)piperazine-1-carboxylate CS(=O)(=O)C1=NC(=CC(=N1)N1CCN(CC1)C(=O)OC(C)(C)C)NC1=CC(=C(C(=C1)F)F)F